NC1=C(C=C(C=N1)C1=CC=C(OCC(CN2CCOCC2)O)C=C1)OC(C)C1=C(C(=CC=C1Cl)F)Cl 1-(4-{6-amino-5-[1-(2,6-dichloro-3-fluoro-phenyl)-ethoxy]-pyridin-3-yl}-phenoxy)-3-morpholin-4-yl-propan-2-ol